C(C)(C)(C)C(C(C)(C)C)(Cl)O[SiH3] tertiary butyl-dimethyl-siloxychloropropane